NC(C1CCCCC1)N 3-diaminomethylcyclohexane